CN1C=CC2=NC(=CC(=C21)CNC2(CC2)C)C#N 1-methyl-7-(((1-methylcyclopropyl)amino)methyl)-1H-pyrrolo[3,2-b]pyridine-5-carbonitrile